N-(3',4'-dichloro-[1,1'-biphenyl]-4-yl)-2-(methylamino)butanamide ClC=1C=C(C=CC1Cl)C1=CC=C(C=C1)NC(C(CC)NC)=O